tert-butyl (4-methyl-2-(6-morpholinopyridin-3-yl)quinolin-3-yl)carbamate CC1=C(C(=NC2=CC=CC=C12)C=1C=NC(=CC1)N1CCOCC1)NC(OC(C)(C)C)=O